(4-tert-butoxycarbonylaminophenoxy)-3-methoxypropan-2-ol C(C)(C)(C)OC(=O)NC1=CC=C(OCC(COC)O)C=C1